(R)-N-(4-(3-((5-chloropyrazin-2-yl)amino)pyrrolidine-1-carbonyl)phenyl)acrylamide ClC=1N=CC(=NC1)N[C@H]1CN(CC1)C(=O)C1=CC=C(C=C1)NC(C=C)=O